2-chloro-N-((1R,5S,6S)-3-(5-(6-ethoxy-1H-pyrazolo[3',4':3,4]pyrazolo[1,5-a]pyridin-4-yl)pyridin-2-yl)-3-azabicyclo[3.1.0]hexan-6-yl)-6-fluorobenzamide ClC1=C(C(=O)NC2[C@@H]3CN(C[C@H]23)C2=NC=C(C=C2)C=2C=3N(C=C(C2)OCC)N=C2C3C=NN2)C(=CC=C1)F